FC(C1=CC=C(C=C1)N1CC2N(C3=CC=CC=C13)CCN(C2)C(C=C)=O)(F)F 1-(6-(4-(trifluoromethyl)phenyl)-1,2,4,4a,5,6-hexahydro-3H-pyrazino[1,2-a]quinoxalin-3-yl)prop-2-en-1-one